Benzenaminium tetrafluoroborate F[B-](F)(F)F.C1(=CC=CC=C1)[NH3+]